8-Cyclopropyl-N-(1,3-oxazol-2-ylmethyl)-2-(pyridin-2-ylmethyl)-4,5-dihydro-2H-furo[2,3-g]indazol-7-carboxamid C1(CC1)C1=C(OC=2CCC3=CN(N=C3C21)CC2=NC=CC=C2)C(=O)NCC=2OC=CN2